5-(3-fluoro-8-((1S,2S)-2-(3-fluoro-1-(2,2,2-trifluoroethyl)-1H-pyrazolo[4,3-b]pyridin-6-yl)cyclopropyl)imidazo[1,2-b]pyridazin-6-yl)pyrimidine-2,4(1H,3H)-dione FC1=CN=C2N1N=C(C=C2[C@@H]2[C@H](C2)C=2C=C1C(=NC2)C(=NN1CC(F)(F)F)F)C=1C(NC(NC1)=O)=O